ClC=1C=C(C=CC1C(=O)N1CCN(CC1)C(=O)C1CCNCC1)NC(=O)C=1N(C(=CN1)C=1C(=NN(C1)C=1N=CN(C1)C)C(F)(F)F)C N-[3-chloro-4-[4-(piperidine-4-carbonyl)piperazine-1-carbonyl]phenyl]-1-methyl-5-[1-(1-methylimidazol-4-yl)-3-(trifluoromethyl)pyrazol-4-yl]imidazole-2-carboxamide